C(C)(=O)OCCCC\C=C\CCCCCC (E)-5-Dodecenyl acetate